(S)-7-((S)-5-Chloro-6-fluoro-2-(4-fluorophenyl)-2-((S)-pyrrolidin-2-yl)-2,3-dihydrobenzofuran-4-yl)-8-fluoro-3,4-dihydro-2H-benzo[b][1,4]oxazine-6-carboxamide ClC=1C(=CC2=C(C[C@@](O2)([C@H]2NCCC2)C2=CC=C(C=C2)F)C1C=1C(=CC2=C(OCCN2)C1F)C(=O)N)F